C1CC=C=C=CCC1.C1/C=C\C=C/C=C\C1.C/1/C=C\C=C/C/C=C1 cyclooctatriene